C[C@H]([C@@H](C(NC)=O)NC(=O)[C@H](CC1=CN(C2=NC=CC=C21)S(=O)(=O)C2=CC=C(C=C2)C)NC(OC(C)(C)C)=O)CC tert-butyl N-[(1S)-1-{[(1S,2S)-2-methyl-1-(methylcarbamoyl)butyl]carbamoyl}-2-[1-(4-methylbenzenesulfonyl)-1H-pyrrolo[2,3-b]pyridin-3-yl]ethyl]carbamate